CN1C2(CC2)CN(C1=O)C1CN(CCC1)C=1N=NC(=C(N1)NC1=CC=C(C=C1)C1CCNCC1)C(=O)N (3-(4-methyl-5-oxo-4,6-diazaspiro[2.4]heptane-6-yl)piperidin-1-yl)-5-((4-(piperidin-4-yl)phenyl)amino)-1,2,4-triazine-6-carboxamide